NC=1C(=NC(=CN1)C1=CC=C(C=C1)N1CCN(CC1)C)N1N=CC(=C1)C(=O)NC 1-{3-amino-6-[4-(4-methylpiperazin-1-yl)phenyl]pyrazin-2-yl}-N-methylpyrazole-4-carboxamide